O1C2=C(N(CC1)C(=O)C=1C=NC=C(C1)C=1C=NN(C1)C)C=CC=C2 (2,3-dihydro-4H-benzo[b][1,4]oxazin-4-yl)(5-(1-methyl-1H-pyrazol-4-yl)pyridin-3-yl)methanone